(5R)-7-chloro-5-hydroxy-2,3,4,5-tetrahydro-1-benzazepine ClC=1C=CC2=C([C@@H](CCCN2)O)C1